4-amino-2,6-diketo-1,3-dimethyl-5-nitroso-pyrimidine NC=1N(C(N(C(C1N=O)=O)C)=O)C